1-(1-benzylpyrrolidine-3-yl)-3-(3-methoxyphenyl)urea C(C1=CC=CC=C1)N1CC(CC1)NC(=O)NC1=CC(=CC=C1)OC